rhamnosulose O=CC(=O)[C@H](O)[C@@H](O)[C@@H](O)C